2-((3'-(4-Chloro-2-fluorobenzyloxy)-2-fluorobiphenyl-4-yl)methyl)-1-(oxazol-5-ylmethyl)-1H-benzo[d]imidazol ClC1=CC(=C(COC=2C=C(C=CC2)C2=C(C=C(C=C2)CC2=NC3=C(N2CC2=CN=CO2)C=CC=C3)F)C=C1)F